2-(diphenylphosphoryl)-2-fluoro-1-phenyl-2-(thiophen-3-yl)ethan-1-one C1(=CC=CC=C1)P(=O)(C1=CC=CC=C1)C(C(=O)C1=CC=CC=C1)(C1=CSC=C1)F